N-[[4-(4-amino-1-cyclopentyl-pyrazolo[3,4-d]pyrimidin-3-yl)phenyl]methyl]naphthalene-2-carboxamide NC1=C2C(=NC=N1)N(N=C2C2=CC=C(C=C2)CNC(=O)C2=CC1=CC=CC=C1C=C2)C2CCCC2